(3S,4S)-1-cyclopropylmethyl-4-{[5-(2,4-difluoro-phenyl)-isoxazole-3-carbonyl]-amino}-piperidine-3-carboxylic acid benzyl-(2-fluoro-ethyl)-amide C(C1=CC=CC=C1)N(C(=O)[C@H]1CN(CC[C@@H]1NC(=O)C1=NOC(=C1)C1=C(C=C(C=C1)F)F)CC1CC1)CCF